FC(C1=CC=C(S1)C(=O)O)(F)F 5-(trifluoromethyl)thiophene-2-carboxylic acid